3-((4-(4-((4-(((R)-3-((5-chloro-4-(1H-indol-3-yl)pyrimidin-2-yl)amino)pyrrolidin-1-yl)methyl)piperidin-1-yl)methyl)piperidin-1-yl)phenyl)amino)piperidine-2,6-dione ClC=1C(=NC(=NC1)N[C@H]1CN(CC1)CC1CCN(CC1)CC1CCN(CC1)C1=CC=C(C=C1)NC1C(NC(CC1)=O)=O)C1=CNC2=CC=CC=C12